C(N)(O)=O.C(N)(O)=O.C1(=CC=CC=C1)CC1=CC=CC=C1 diphenylmethane dicarbamate